3a,21-dihydroxy-5a-pregnan-20-one O[C@H]1C[C@@H]2CC[C@H]3[C@@H]4CC[C@H](C(CO)=O)[C@]4(CC[C@@H]3[C@]2(CC1)C)C